C(=C)C=1C=CC(=NC1)C1=NC=CC=C1 5-vinyl-2,2'-bipyridine